(2s,5s)-1-(5-(5-chloro-2-methoxypyridin-4-yl)-1H-pyrazole-3-carbonyl)-N-(3-chlorobenzyl)-2,5-dimethylpiperidine-4-carboxamide ClC=1C(=CC(=NC1)OC)C1=CC(=NN1)C(=O)N1[C@H](CC([C@@H](C1)C)C(=O)NCC1=CC(=CC=C1)Cl)C